3-(4-((4-((adamantan-1-yl)amino)butyl)thio)-6-fluoro-1-oxoisoindolin-2-yl)piperidine-2,6-dione C12(CC3CC(CC(C1)C3)C2)NCCCCSC2=C3CN(C(C3=CC(=C2)F)=O)C2C(NC(CC2)=O)=O